C1CCC2=C(C=3CCCC3C=C12)NC(=O)[N-]S(=O)(=O)\C=C\[C@@]1(N(CCC1)C[2H])C.[Na+] Sodium (R,E)-((1,2,3,5,6,7-hexahydro-s-indacen-4-yl)carbamoyl)((2-(2-methyl-1-(methyl-d)pyrrolidin-2-yl)vinyl)sulfonyl)amide